C(C)OC(C([C@@H](\C=C\C=C(/C=C/I)\C)C)CC)=O (3R,4e,6z,8e)-ethyl-9-iodo-3,7-dimethylnon-4,6,8-trienoic acid ethyl ester